Pyrazine-1-carbonitrile N1(CC=NC=C1)C#N